diiminopyridine iron [Fe].N=C1C(N=CC=C1)=N